ClC=1C=NC=CC1NC(=O)C1=CN=C2N1C=C(C=C2)C2CCNCC2 N-(3-chloropyridin-4-yl)-6-(piperidin-4-yl)imidazo[1,2-a]pyridine-3-carboxamide